C1(=CC=CC=C1)N(C1=CC=C(C=C1)N(C1=CC=C(C=C1)C1=CC=C(N(C2=CC=CC3=CC=CC=C23)C2=CC=C(C=C2)N(C2=CC=CC=C2)C2=CC=CC=C2)C=C1)C1=CC=CC2=CC=CC=C12)C1=CC=CC=C1 N,N'-bis[4-(diphenylamino)phenyl]-N,N'-bis(1-naphthyl)benzidine